CC=1C(=CC=2N(N1)C(=CN2)C2=CC=NC1=CC(=CC=C21)C2=CC=NC=C2)C2=CC=C(C=C2)N2CCN(CC2)CCO 2-(4-(4-(6-Methyl-3-(7-(pyridin-4-yl)quinolin-4-yl)imidazo[1,2-b]pyridazin-7-yl)phenyl)piperazin-1-yl)ethan-1-ol